BrC1=C(C(=C(C(=C1O)F)C)C=O)C 3-bromo-5-fluoro-4-hydroxy-2,6-xylenecarbaldehyde